COC(=O)C=1N=C(C=2NC3=CC=CC=C3C2C1)C=C=O 1-carbonylmethyl-β-carboline-3-carboxylic acid methyl ester